C1(=CC=CC=C1)C1=C(C(=NN=N1)C1=C(C2=C(OC3=C2C=CC=C3)C=C1)C1=CC=CC=C1)C1=CC=CC=C1 (diphenyltriazinyl)phenyldibenzofuran